C1(CCCCC1)P(C1=C(C=CC=C1)C1=C(C=CC=C1OC(C)C)OC(C)C)C1CCCCC1 2-dicyclohexylphosphino-2',6'-diisopropyloxybiphenyl